BrC=1C=C2C=CN=C(C2=CC1)N(C(C1=CC=C(C=C1)C=1N=NN(N1)C)=O)[C@H]1CN(CCC1)C(=O)OC(C)(C)C tert-butyl (R)-3-(N-(6-bromoisoquinolin-1-yl)-4-(2-methyl-2H-tetrazol-5-yl) benzamido)piperidine-1-carboxylate